2-[[phenylhydroxyphosphinyl]oxy]pentanedioic acid C1(=CC=CC=C1)P(=O)(OC(C(=O)O)CCC(=O)O)O